N5,N6-bis(3,5-bis(trifluoromethyl)phenyl)-2-(trifluoromethyl)-1H-imidazo[4,5-b]pyrazine-5,6-diamine FC(C=1C=C(C=C(C1)C(F)(F)F)NC=1N=C2C(=NC1NC1=CC(=CC(=C1)C(F)(F)F)C(F)(F)F)NC(=N2)C(F)(F)F)(F)F